Neryl-(S)-2-methylbutyrate C(\C=C(\C)/CCC=C(C)C)OC([C@H](CC)C)=O